(E)-3-(5-bromo-2-hydroxyphenyl)-1-phenylprop-2-en-1-one BrC=1C=CC(=C(C1)/C=C/C(=O)C1=CC=CC=C1)O